Cl.FC=1C=C(C=CC1F)[C@H]1[C@@H](C1)N (1R,2S)-2-(3,4-difluorophenyl)cyclopropan-1-amine hydrochloride